(2R,6S)-6-(4-(4-amino-1-(difluoromethyl)-1H-pyrazol-5-yl)pyridin-2-yl)-6-((tert-butoxycarbonyl)amino)-2-methylhexanoic acid NC=1C=NN(C1C1=CC(=NC=C1)[C@H](CCC[C@H](C(=O)O)C)NC(=O)OC(C)(C)C)C(F)F